FC=1C=C(C=C(C1)F)[C@@H]1CC=NN1C(=O)N1CC(C1)OC1=CC(=NC=C1F)N1N=C(C(=C1C)S(=O)(=O)NC1CCOCC1)C (S)-1-(4-((1-(5-(3,5-difluorophenyl)-4,5-dihydro-1H-pyrazole-1-carbonyl)azetidin-3-yl)oxy)-5-fluoropyridin-2-yl)-3,5-dimethyl-N-(tetrahydro-2H-pyran-4-yl)-1H-pyrazole-4-sulfonamide